N-(9-((2R,3R,4R,5R)-5-((bis(4-methoxyphenyl)(phenyl)methoxy)methyl)-3-fluoro-4-hydroxytetrahydrofuran-2-yl)-9H-purin-6-yl)pent-4-enamide COC1=CC=C(C=C1)C(OC[C@@H]1[C@H]([C@H]([C@@H](O1)N1C2=NC=NC(=C2N=C1)NC(CCC=C)=O)F)O)(C1=CC=CC=C1)C1=CC=C(C=C1)OC